6-(Ethylamino)-N-[2-hydroxy-3-(trifluoromethyl)-phenyl]-4-[2-methyl-4-(4-methyl-1,2,4-triazol-3-yl)-pyrazol-3-yl]-pyridine-2-carboxamide C(C)NC1=CC(=CC(=N1)C(=O)NC1=C(C(=CC=C1)C(F)(F)F)O)C=1N(N=CC1C1=NN=CN1C)C